N-((1H-imidazol-4-yl)(p-tolyl)methyl)-4-methoxyaniline N1C=NC(=C1)C(NC1=CC=C(C=C1)OC)C1=CC=C(C=C1)C